CC(C=CCC)=O hexaenone